BrC1=NC=NC2=CC(=CC=C12)C(F)(F)F 4-bromo-7-trifluoromethyl-quinazoline